4-(3-methylpiperazin-1-yl)pyrimidine-5-carbonitrile hydrochloride Cl.CC1CN(CCN1)C1=NC=NC=C1C#N